CC=1OC(=CC1C(=O)NC1=NC(=NS1)CN1CCN(CC1)C)C1=CC(=CC=C1)C(F)(F)F 2-methyl-5-(3-(trifluoromethyl)phenyl)-N-(3-((4-methylpiperazin-1-yl)methyl)-1,2,4-thiadiazol-5-yl)furan-3-carboxamide